COC(=O)[C@@H]1C[C@H](CCC1)OC=1C(=NC(=CC1)C=1N=NN(C1CC#N)C)C.ClC=1N=NC(=CC1C)O[C@H]1CNCCC1 (R)-3-chloro-4-methyl-6-(piperidin-3-yloxy)pyridazine methyl-(1S,3S)-3-((6-(5-(cyanomethyl)-1-methyl-1H-1,2,3-triazol-4-yl)-2-methylpyridin-3-yl)oxy)cyclohexane-1-carboxylate